FC1(CC(C1)C(=O)NC=1C=CC(=NC1)C=1N=NN(C1NC(O[C@H](C)C=1C(=NC=CC1)F)=O)C)F (R)-1-(2-fluoropyridin-3-yl)ethyl (4-(5-(3,3-difluorocyclobutane-1-carboxamido)pyridin-2-yl)-1-methyl-1H-1,2,3-triazol-5-yl)carbamate